N-cyclopentyl-4-(2,3-difluoro-4-(1H-pyrazol-4-yl)phenyl)piperazine-1-carboxamide tert-butyl-(1-acetylpyrrolidin-3-yl)methylcarbamate C(C)(C)(C)N(C(O)=O)CC1CN(CC1)C(C)=O.C1(CCCC1)NC(=O)N1CCN(CC1)C1=C(C(=C(C=C1)C=1C=NNC1)F)F